methyl 3-(3-(3-(6-cyanopyrazolo[1,5-a]pyridine-3-carboxamido)-5-fluoro-4-methylphenyl)-1,2,4-oxadiazol-5-yl)azetidine-1-carboxylate C(#N)C=1C=CC=2N(C1)N=CC2C(=O)NC=2C=C(C=C(C2C)F)C2=NOC(=N2)C2CN(C2)C(=O)OC